N1NC(N=C1)=O 1H-1,2,4-triazol-3(2H)-one